NCCNCCNCC(=O)O N-[2-[(2-aminoethyl)amino]ethyl]-glycine